C(C(C)(C)C)(=O)OCN1N=NC(=C1)C1CN(C1)C(CCC=1C=NC(=NC1)NC1CC2=CC(=C(C=C2C1)F)F)=O (4-(1-(3-(2-((5,6-difluoro-2,3-dihydro-1H-inden-2-yl)amino)pyrimidin-5-yl)propanoyl)azetidin-3-yl)-1H-1,2,3-triazol-1-yl)methyl pivalate